C(C)(C)(C)OC(=O)N(NC(=O)OC(C)(C)C)C=1C=NOC1 1-(1,2-oxazol-4-yl)hydrazine-1,2-dicarboxylic acid di-tert-butyl ester